2-(4-Methoxy-3-nitrophenyl)-7-(piperazin-1-yl)-4H-pyrido[1,2-a]pyrimidin-4-one COC1=C(C=C(C=C1)C=1N=C2N(C(C1)=O)C=C(C=C2)N2CCNCC2)[N+](=O)[O-]